NN1C(=NN=C(C1)C(C)(C)C)SC 4-amino-6-tertiary butyl-4,5-dihydro-3-methylthio-1,2,4-triazine